4-trimethylsilylbutan-2-amine C[Si](CCC(C)N)(C)C